(4-(4-fluorophenyl)-1,3-thiazol-2-yl)guanidine FC1=CC=C(C=C1)C=1N=C(SC1)NC(=N)N